O1COC2=C1C=CC(=C2)C=2C(C(=C1N(C=CC(=N1)C1CC1)C2)C2=CC1=C(OCO1)C=C2)=O 7,9-bis(2H-1,3-benzodioxol-5-yl)-2-cyclopropyl-8H-pyrido[1,2-a]pyrimidin-8-one